C(C)(C)(C)OC(=O)N1[C@H]([C@H](CC1)NS(=O)(=O)CC)CC=1C(=C(C=CC1)C1=CC(=CC=C1)F)F (2S,3S)-2-((2,3'-Difluorobiphenyl-3-yl)methyl)-3-((ethylsulfonyl)amino)pyrrolidine-1-carboxylic acid tert-butyl ester